BrC=1C(=C(C=CC1)C=1OC(=NN1)CCl)C 2-(3-bromo-2-methylphenyl)-5-(chloromethyl)-1,3,4-oxadiazole